FC=1C=C(C=C(C1)F)C1=C2C(=NN1C)[C@@H]1CCC[C@H](C2)N1C(=O)C=1C=C2N=CC=NC2=CC1F ((5R,9S)-3-(3,5-Difluorophenyl)-2-methyl-4,5,6,7,8,9-hexahydro-2H-5,9-epiminocycloocta[c]pyrazol-10-yl)(7-fluoroquinoxalin-6-yl)methanone